3-[(3-fluorobenzyl)sulfanyl]-5-methyl[1,2,4]triazolo[4,3-a]pyrimidin-7(8H)-one FC=1C=C(CSC2=NN=C3N2C(=CC(N3)=O)C)C=CC1